N-[(2S,3R,4R,5R,6S)-4,5-dihydroxy-2-methyl-6-(5H-pyrrolo[3,2-d]pyrimidin-4-ylamino)tetrahydropyran-3-yl]-2-(methylamino)acetamide O[C@@H]1[C@H]([C@@H](O[C@@H]([C@@H]1O)NC=1C2=C(N=CN1)C=CN2)C)NC(CNC)=O